(S)-8-(5-(tert-butyl)-4-chlorothiazol-2-yl)-9-oxooctahydro-2H-pyrazino[1,2-a]pyrazine-2-carbonitrile C(C)(C)(C)C1=C(N=C(S1)N1C([C@H]2N(CCN(C2)C#N)CC1)=O)Cl